N-(2-diethylaminoethyl)-5-[(Z)-(5-fluoro-2-oxo-1H-indol-3-ylidene)methyl]-2,4-dimethyl-1H-pyrrole-3-carboxamide C(C)N(CCNC(=O)C1=C(NC(=C1C)\C=C\1/C(NC2=CC=C(C=C12)F)=O)C)CC